5-(4-fluoro-1-isopropyl-2-methyl-1H-benzo[d]imidazol-6-yl)-N-(2-azaspiro[3.3]heptan-6-yl)pyrrolo[2,1-f][1,2,4]triazin-2-amine FC1=CC(=CC=2N(C(=NC21)C)C(C)C)C=2C=CN1N=C(N=CC12)NC1CC2(CNC2)C1